2-((S)-1-(1-(5-propylpyrimidin-2-yl)piperidin-4-yl)ethoxy)-6-(2-fluoro-4-(methylsulfonyl)phenyl)imidazo[2,1-b][1,3,4]thiadiazol C(CC)C=1C=NC(=NC1)N1CCC(CC1)[C@H](C)OC1=NN2C(S1)=NC(=C2)C2=C(C=C(C=C2)S(=O)(=O)C)F